N,N'-di-t-butoxycarbonyl-N''-(4-methylsulfonylphenyl)guanidine C(C)(C)(C)OC(=O)NC(=NC1=CC=C(C=C1)S(=O)(=O)C)NC(=O)OC(C)(C)C